FC1=CC=C(C=C1)C1=NN2C(CN(CC2)C2CC(C2)O)=C1C1=CC(=NC=C1)NC(C)=O N-(4-(2-(4-fluorophenyl)-5-(3-hydroxycyclobutyl)-4,5,6,7-tetrahydropyrazolo[1,5-a]pyrazin-3-yl)pyridin-2-yl)acetamide